ClC=1C=C(C=CC1F)[C@@H]1CN2[C@H](CO1)CN(CC2)C(=O)C=2C(=C1C(=NNC1=CC2)C)Cl [(3R,9aS)-3-(3-Chloro-4-fluorophenyl)-3,4,6,7,9,9a-hexahydro-1H-pyrazino[2,1-c][1,4]oxazin-8-yl]-(4-chloro-3-methyl-1H-indazol-5-yl)methanon